C(#N)C1=C(C=CC=C1)CN1C(N(C2=C1C=CC(=C2)S(=O)(=O)NC2(CC2)C)C)=O 1-[(2-cyanophenyl)methyl]-3-methyl-N-(1-methylcyclopropyl)-2-oxo-benzimidazole-5-sulfonamide